ClC=1C=C(C(=C2C(N(CC12)[C@@H]1C(NC(CC1)=O)=O)=O)F)CNC(OC1CC(C1)N1N=CC=C1C(F)(F)F)=O (1r,3S)-3-(5-(trifluoromethyl)-1H-pyrazol-1-yl)cyclobutyl ((7-chloro-2-((S)-2,6-dioxopiperidin-3-yl)-4-fluoro-3-oxoisoindolin-5-yl)methyl)carbamate